CN1CC2C(N(C=3C=CC(=CC23)C)C(=O)C2=CC3=C(S2)CCCC3)CC1 (2,8-dimethyl-1,2,3,4,4a,9b-hexahydro-5H-pyrido[4,3-b]indol-5-yl)(4,5,6,7-tetrahydrobenzo[b]thiophen-2-yl)methanone